N-(4-(6-(3-(2-oxa-6-azaspiro[3.3]heptan-6-yl)propoxy)-7-methoxyquinazolin-4-yl)phenyl)-2-(4-(trifluoromethyl)phenyl)acetamide C1OCC12CN(C2)CCCOC=2C=C1C(=NC=NC1=CC2OC)C2=CC=C(C=C2)NC(CC2=CC=C(C=C2)C(F)(F)F)=O